methyl-6-chloro-5-nitromethyl-pyridine CC1=NC(=C(C=C1)C[N+](=O)[O-])Cl